P1=CC=CC2=C3CC(C=CC3=CC=C12)=O phosphaphenanthrene-6-one